N-cyclopropyl-3-((4-((6,7-dimethoxyquinolin-4-yl)oxy)-3-fluorophenyl)amino)-1-methyl-1H-pyrazole-4-carboxamide C1(CC1)NC(=O)C=1C(=NN(C1)C)NC1=CC(=C(C=C1)OC1=CC=NC2=CC(=C(C=C12)OC)OC)F